(1S,2R,3R,4S,6R)-4,6-diazido-3-(((2S,3R,4S)-3-azido-4-hydroxy-6-(hydroxymethyl)-3,4-dihydro-2H-pyran-2-yl)oxy)cyclohexane-1,2-diol N(=[N+]=[N-])[C@@H]1[C@H]([C@@H]([C@H]([C@@H](C1)N=[N+]=[N-])O)O)O[C@H]1OC(=C[C@@H]([C@H]1N=[N+]=[N-])O)CO